bromo-3-(2-chloro-5-iodo-pyrimidin-4-yl)-1H-indole BrN1C=C(C2=CC=CC=C12)C1=NC(=NC=C1I)Cl